1-(2-cyclopropyl-4-fluoro-phenyl)pyrazolo[3,4-d]pyrimidin-4-ol C1(CC1)C1=C(C=CC(=C1)F)N1N=CC=2C1=NC=NC2O